O=C1C(C(C=CC1)=O)N1C(C2=CC=CC=C2C1=O)=O 2-(2,6-dioxophenyl)isoindoline-1,3-dione